N1=NNC(C2=C1C=CC=C2)=O 1,2,3-Benzotriazin-4(3H)-one